trans-4-((5-(1-(2,2-difluoroethyl)-4-fluoro-2-methyl-1H-benzo[d]imidazol-6-yl)-4-methoxypyrrolo[2,1-f][1,2,4]triazin-2-yl)amino)-1-methylcyclohexan-1-ol FC(CN1C(=NC2=C1C=C(C=C2F)C=2C=CN1N=C(N=C(C12)OC)NC1CCC(CC1)(O)C)C)F